8-bromo-6-fluoro-3-methyl-2-morpholino-quinazolin-4-one BrC=1C=C(C=C2C(N(C(=NC12)N1CCOCC1)C)=O)F